7-hydroxydihydrocoumarin OC1=CC=C2CCC(OC2=C1)=O